2-(6-methoxybenzothiophen-3-yl)-4,4,5,5-tetramethyl-1,3,2-dioxaborolane COC1=CC2=C(C(=CS2)B2OC(C(O2)(C)C)(C)C)C=C1